CN(CCNCCNC1=NC(=CC=N1)C)C 2-(2-(2-(dimethylamino)ethylamino)ethylamino)-6-methylpyrimidin